3-(Ethoxymethoxy)-4-(6-(((cis)-3-hydroxy-3-methylcyclobutyl)amino)-4-methylpyridazin-3-yl)benzaldehyde C(C)OCOC=1C=C(C=O)C=CC1C=1N=NC(=CC1C)NC1CC(C1)(C)O